5-{4-[(3S)-3-aminopyrrolidin-1-yl]-5-(4,7-difluoro-1H-1,3-benzodiazol-2-yl)pyridin-3-yl}-2-fluorobenzamide N[C@@H]1CN(CC1)C1=C(C=NC=C1C1=NC2=C(N1)C(=CC=C2F)F)C=2C=CC(=C(C(=O)N)C2)F